(8-bromo-5-chloroimidazo[1,2-c]pyrimidin-2-yl)(phenyl)methanone BrC=1C=2N(C(=NC1)Cl)C=C(N2)C(=O)C2=CC=CC=C2